COC1=CC=C2C=CC(=CC2=C1)OCC(=O)O 2-((7-methoxynaphthalen-2-yl)oxy)acetic acid